NC=1C2=C(N=CN1)N(C(=C2C2=CC(=C(C=C2)OC2=NC(=CC=C2)C)F)C=2C=CC(=NC2C)NC(C(=C)C)=O)C N-(5-(4-amino-5-(3-fluoro-4-((6-methylpyridin-2-yl)oxy)phenyl)-7-methyl-7H-pyrrolo[2,3-d]pyrimidin-6-yl)-6-methylpyridin-2-yl)methacrylamide